3-(2-Nitro-5-(5-phenyl-1H-imidazol-1-yl)-phenyl)propionic acid ethyl ester C(C)OC(CCC1=C(C=CC(=C1)N1C=NC=C1C1=CC=CC=C1)[N+](=O)[O-])=O